[Si](C)(C)(C(C)(C)C)OCCCCCCCCC(=O)N(C1=CC=C2C(=N1)N(C(=C2)C=2N=C1N(C(=CC(=C1)C(=O)OC)OC)C2C)COCC[Si](C)(C)C)C methyl 2-[6-[9-[tert-butyl(dimethyl)silyl]oxynonanoyl-methyl-amino]-1-(2-trimethylsilylethoxymethyl)pyrrolo[2,3-b]pyridin-2-yl]-5-methoxy-3-methyl-imidazo[1,2-a]pyridine-7-carboxylate